FC1=C(C=2C=NNC2C=C1)N 5-fluoro-1H-indazol-4-amine